2-chloro-4-(4-((7-ethyl-6-oxo-5,6-dihydro-1,5-naphthyridin-3-yl)methyl)piperazin-1-yl)-5-fluoro-N-methylbenzamide ClC1=C(C(=O)NC)C=C(C(=C1)N1CCN(CC1)CC=1C=NC=2C=C(C(NC2C1)=O)CC)F